4-(2-methyl-4-((6-((3-(p-tolyl)pyridin-4-yl)thio)hexyl)amino)phenyl)piperazine-1-carboxylic acid tert-butyl ester C(C)(C)(C)OC(=O)N1CCN(CC1)C1=C(C=C(C=C1)NCCCCCCSC1=C(C=NC=C1)C1=CC=C(C=C1)C)C